FC(S(=O)(=O)OC1COC2OCOC21)(F)F tetrahydrofuro[2,3-d][1,3]dioxol-6-yl trifluoromethanesulfonate